ClC1=C(C=CC=C1)C=1N(C(=C(N1)C1=CC=CC=C1)C1=CC=CC=C1)C1(N=C(C(=N1)C1=CC=CC=C1)C1=CC=CC=C1)C1=C(C=CC=C1)Cl 2-(2-Chlorophenyl)-1-[2-(2-chlorophenyl)-4,5-diphenyl-2H-imidazol-2-yl]-4,5-diphenyl-1H-imidazole